C(C)(C)(C)OC(=O)NCCC1(CCOC2=CC(=C(C=C12)C)C(=O)OC)C methyl 4-(2-((tert-butoxycarbonyl)amino)ethyl)-4,6-dimethylchroman-7-carboxylate